1,3-bis[(2-methoxyphenyl)phenylphosphino]Propane COC1=C(C=CC=C1)P(CCCP(C1=CC=CC=C1)C1=C(C=CC=C1)OC)C1=CC=CC=C1